CC=1C=NC(=NC1C(F)(F)F)N1C(CC1)C 5-methyl-2-(2-methylazetidin-1-yl)-6-(trifluoromethyl)pyrimidine